N,N'-dimethyl-4,4'-bipyridyl tetrafluoroborate F[B-](F)(F)F.CN1C=CC(C=C1)=C1C=CN(C=C1)C